ClC1=C(COC2(COC2)C2=CC(=C(C=C2F)N=CN(C)CC)C)C=C(C=C1)Cl N'-(4-(3-((2,5-dichlorobenzyl)oxy)oxetan-3-yl)-5-fluoro-2-methylphenyl)-N-ethyl-N-methylformimidamide